(3-dimethylaminomethyl-4-hydroxy-1-phenethyl-piperidin-4-yl)-benzamide hydrochloride Cl.CN(C)CC1CN(CCC1(O)C1=C(C(=O)N)C=CC=C1)CCC1=CC=CC=C1